N-(3-hydroxy-4,4-dimethylpentyl)carbamic acid 1,1-dimethylethyl ester CC(C)(C)OC(NCCC(C(C)(C)C)O)=O